C(N)(=N)N1CCC(=CC1)C1=CC(=C(C(=O)NC2=C(C(=C(C=C2)C=2CCN(CC2)C(N)=N)F)C)C=C1)C 4-(1-carbamimidoyl-1,2,3,6-tetrahydro-pyridin-4-yl)-N-[4-(1-carbamimidoyl-1,2,3,6-tetrahydro-pyridin-4-yl)-3-fluoro-2-methyl-phenyl]-2-methyl-benzamide